ClC1=C(C=CC=C1)NC1=CC(=C(C=C1F)N=CN(C)CC)C N'-(4-((2-chlorophenyl)amino)-5-fluoro-2-methylphenyl)-N-ethyl-N-methylformimidamide